NC1=C(C=C(C=N1)C1=CC=C(C(=O)O)C=C1)OCC1=C(C=CC=C1)C(F)(F)F 4-[6-amino-5-(2-trifluoromethyl-benzyloxy)-pyridin-3-yl]-benzoic acid